C(C)(=O)O[C@@](C=C)(CC\C=C(\CC)/C)C |r| (+-)-(6E)-3,7-dimethyl-1,6-nonadien-3-yl acetate